BrC(C=O)C1CN(CCO1)C(=O)OC(C)(C)C Tert-Butyl 2-(1-bromo-2-oxoethyl)morpholine-4-carboxylate